(3-fluoro-4-isopropoxy-phenyl)boronic acid FC=1C=C(C=CC1OC(C)C)B(O)O